N-(6-aminohexyl)-5-(m-tolyl)-2-(4-(trifluoromethyl)phenyl)oxazole-4-carboxamide NCCCCCCNC(=O)C=1N=C(OC1C=1C=C(C=CC1)C)C1=CC=C(C=C1)C(F)(F)F